5-(3-(benzyloxy)phenyl)-6-(2-ethylphenyl)pyridin-2-amine C(C1=CC=CC=C1)OC=1C=C(C=CC1)C=1C=CC(=NC1C1=C(C=CC=C1)CC)N